C(C1=CC=CC=C1)OC1=CC=C(C=C1)C1=NC2=C(CN(CC2)C(=O)OC(C)(C)C)N1C(=O)OC(C)(C)C di-tert-butyl 2-(4-(benzyloxy) phenyl)-6,7-dihydro-3H-imidazo[4,5-C]pyridine-3,5(4H)-dicarboxylate